(R)-4-((methylamino)methyl)-N'-((2,4,5,6-tetrahydro-1H-cyclobuta[f]inden-3-yl)carbamoyl)thiophene-2-sulfonimidamide CNCC=1C=C(SC1)[S@@](=O)(N)=NC(NC1=C2C(=CC=3CCCC13)CC2)=O